ClC=1C=CC(=C(C1)C=1OC(=CN1)C(=O)N[C@H](C(N[C@H](C(O)C=1SC=CN1)CCC(F)(F)F)=O)C)F 2-(5-chloro-2-fluorophenyl)-N-((2S)-1-oxo-1-(((2S)-5,5,5-trifluoro-1-hydroxyl-(thiazol-2-yl)pentan-2-yl)amino)propan-2-yl)oxazole-5-carboxamide